C[Si](N(CCC[Si](OCC)(OCC)OCC)[Si](C)(C)C)(C)C N,N-bis(trimethylsilyl)-3-aminopropyltriethoxysilane